CC=1C(=NC(NC1)=O)N 5-METHYLCYTOSIN